methyl (3R)-3-((R)-2-(benzyloxy)propionamido)-4-(4-fluorophenyl)-2-hydroxylbutyrate C(C1=CC=CC=C1)O[C@@H](C(=O)N[C@@H](C(C(=O)OC)O)CC1=CC=C(C=C1)F)C